C(#C)C1=C(C(=CC=C1)OC)C(C)=O 1-(2-ethynyl-6-methoxyphenyl)ethan-1-one